C1(=CC=C2C=CC3=CC=CC4=CC=C1C2=C34)C=O 1-pyrenecarboaldehyde